C(C)(=O)C=1C=C(CN2CCN(CC2)C(CCC=2C(=NN(C2C)C=2C=CC=3N(N2)C(=NN3)C)C)=O)C=CC1 1-(4-(3-acetylbenzyl)piperazin-1-yl)-3-(3,5-dimethyl-1-(3-methyl-[1,2,4]triazolo[4,3-b]pyridazin-6-yl)-1H-pyrazol-4-yl)propan-1-one